2,4-dichloro-5-methoxy-1,7-naphthyridine ClC1=NC2=CN=CC(=C2C(=C1)Cl)OC